N(=[N+]=[N-])CN1C(C=C(C(=C1)F)N1CC(CCC1)N(C(OC(C)(C)C)=O)CC1CCC1)=O tert-butyl N-[1-[1-(azidomethyl)-5-fluoro-2-oxo-4-pyridyl]-3-piperidyl]-N-(cyclobutylmethyl)carbamate